FC1=C(C=CC(=C1)F)S(=O)(=O)NC(C1=CC(=C(C=C1)N1C(SCC1=O)C1=CC=C(C=C1)F)C)=O N-[(2,4-Difluorophenyl)sulfonyl]-4-[2-(4-fluorophenyl)-4-oxo-1,3-thiazolidin-3-yl]-3-methylbenzamide